(3-Chloro-5-isopropylisoquinolin-8-yl)(methyl)carbamic acid tert-butyl ester C(C)(C)(C)OC(N(C)C=1C=CC(=C2C=C(N=CC12)Cl)C(C)C)=O